e-methyl-histamine CNCCC1=CNC=N1